C(C)(=O)C1=NN(C2=CC=C(C=C12)C=1C=NC(=NC1)C)CC(=O)N1[C@H](COCC1)C(=O)NC1=NC(=CC=C1)Br (R)-4-(2-(3-acetyl-5-(2-methylpyrimidin-5-yl)-1H-indazol-1-yl)acetyl)-N-(6-bromopyridin-2-yl)morpholine-3-carboxamide